6-(2,6-Difluorophenyl)-4-((6-(methylsulfonyl)pyridin-3-yl)amino)pyridazine-3-carboxamide FC1=C(C(=CC=C1)F)C1=CC(=C(N=N1)C(=O)N)NC=1C=NC(=CC1)S(=O)(=O)C